F[C@H]1CN(CC[C@H]1NC1=C2C=C(N(C2=CC=C1)CC(F)(F)F)C#CCNC1=C(C=C(C(=O)NCCOCCOCC(=O)O)C=C1)OC)C (2-{2-[4-(3-{4-[(3S,4R)-3-fluoro-1-methyl-4-piperidylamino]-1-(2,2,2-trifluoroethyl)-2-indolyl}-2-propynylamino)-3-anisoylamino]ethoxy}ethoxy)acetic acid